COP(OC)(=O)CC(\C=C\C1=CC=CC=C1)=O (E)-(2-oxo-4-phenylbut-3-en-1-yl)phosphonic acid dimethyl ester